C(C)(C)N(P(OCCC#N)N(C(C)C)C(C)C)C(C)C 2-Cyanoethyl N,N,N',N'-tetraisopropylphosphordiamidite